4-(ISOPENTYLSULFINYL)PHENYLBORONIC ACID C(CC(C)C)S(=O)C1=CC=C(C=C1)B(O)O